CC1=C[N+](CC2=CC=CC(=C12)S(=O)(=O)N1CCC2=CC=C(C=C12)C#N)=O 1-(4-methyl-2-oxo-isoquinolin-2-ium-5-yl)sulfonylindoline-6-carbonitrile